C1(CC1)OC=1C=C(C=CC1)C1=CC(=NN1C1=C(C=CC=C1)OC(F)F)COC(C(=O)O)(C)C 2-([5-(3-Cyclopropoxyphenyl)-1-[2-(difluoromethoxy)phenyl]-1H-pyrazol-3-yl]methoxy)-2-methylpropanoic acid